[Br-].C(C(=C)C)(=O)OCCC(C[NH2+]C)CCCCCCCCCC 2-(methacryloxyethyl)-n-dodecyl-methyl-ammonium bromide